NC1(CN(CCOC1)C(=O)OC(C)(C)C)CC(=O)OCC tert-Butyl 6-amino-6-(2-ethoxy-2-oxoethyl)-1,4-oxazepane-4-carboxylate